[C@]12(CNCC2C1)OC(NC=1N=CC2=CC(=C(C=C2C1)C1=C(C2=C(OCCN2)N=C1)C)F)=O (S)-3-Azabicyclo[3.1.0]hexan-1-yl-(7-fluoro-6-(8-methyl-2,3-dihydro-1H-pyrido[2,3-b][1,4]oxazin-7-yl)isochinolin-3-yl)carbamat